6-(3-(3-(2,4-bis(trifluoromethyl)phenyl)-7-fluoro-2-oxo-2,3,4,5-tetrahydro-1H-benzo[b]azepin-1-yl)prop-1-ynyl)pyridazine-3-carboxamide FC(C1=C(C=CC(=C1)C(F)(F)F)C1CCC2=C(N(C1=O)CC#CC1=CC=C(N=N1)C(=O)N)C=CC(=C2)F)(F)F